C(CCC)[C@H]1N(S(C2=C(N(C1)C1=CC=CC=C1)C=C(C(=C2)OCC2(CC2)C(=O)O)SC)(=O)=O)C (R)-1-(((3-butyl-2-methyl-7-(methylthio)-1,1-dioxido-5-phenyl-2,3,4,5-tetrahydro-1,2,5-benzothiadiazepin-8-yl)oxy)methyl)cyclopropane-1-carboxylic acid